COC1CCC(CC1)N1CC2(C1)CN(C2)S(=O)(=O)C=2C(=NC(=NC2)C(F)(F)F)C Rac-2-(4-methoxycyclohexyl)-6-((4-methyl-2-(trifluoromethyl)pyrimidin-5-yl)sulfonyl)-2,6-diazaspiro[3.3]heptane